C(C)C1=CC(=CC(=C1)C)CC 2,6-diethyl-4-methylbenzene